FC=1C(=NC(=NC1)NC1CCC(CC1)N)C1=CN=C2N1C=C(C=C2)C2=NC=CC=C2F (1r,4r)-N1-(5-Fluoro-4-(6-(3-fluoropyridin-2-yl)imidazo[1,2-a]pyridin-3-yl)pyrimidin-2-yl)cyclohexane-1,4-diamine